CN1CCN(CC1)C(=O)C1=CN=C2N1C=C(C=C2)N2C(=NC1=C2CCC1)C1=NC(=CC=C1)C (4-methylpiperazin-1-yl)(6-(2-(6-methylpyridin-2-yl)-5,6-dihydrocyclopenta[d]imidazol-1(4H)-yl)imidazo[1,2-a]pyridin-3-yl)methanone